CC1=CC(=CC=2N1C(=C(N2)C2=C(C(=CC=C2C=2C(=NN(C2)C)F)F)F)C#N)C(=O)O.COC2=C1C(C(=COC1=C(C(=C2OC)OC)OC)C2=CC1=C(C=C2)OCO1)=O 5,6,7,8-tetramethoxy-3',4'-methylenedioxyisoflavone Methyl-3-cyano-2-(2,3-difluoro-6-(3-fluoro-1-methyl-1H-pyrazol-4-yl)phenyl)imidazo[1,2-a]pyridine-7-carboxylate